N-(3-acetamido-4-chlorobenzyl)-N-methylacetamide C(C)(=O)NC=1C=C(CN(C(C)=O)C)C=CC1Cl